ClC1=C(C=CC=C1)S(=O)(=O)NC1=CC=C(C(=N1)C)C=1C=C(C=2N=C(N=CC2N1)N[C@@H]1CN(C[C@H](C1)F)C(=O)OC(C)(C)C)C (3S,5S)-tert-Butyl 3-((6-(6-(2-chlorophenylsulfonamido)-2-methylpyridin-3-yl)-8-methylpyrido[3,2-d]pyrimidin-2-yl)amino)-5-fluoropiperidine-1-carboxylate